BrCC1=C(C=CC=C1)OCC#C 1-(bromomethyl)-2-(prop-2-yn-1-yloxy)benzene